2-methyl-2-dodecylmalonate CC(C(=O)[O-])(C(=O)[O-])CCCCCCCCCCCC